ethyl 1-propanoate C(CC)(=O)OCC